2-O-β-D-glucosylglycerol [C@@H]1([C@H](O)[C@@H](O)[C@H](O)[C@H](O1)CO)OC(CO)CO